OC1C(N2C(C(=CC=C2CC1)C)=O)COC1CCC(CC1)C1=CC=CC=C1 7-hydroxy-3-methyl-6-({[(1s,4s)-4-phenylcyclohexyl]oxy}methyl)-6,7,8,9-tetrahydro-4H-quinolizin-4-one